O1C=CC2=C1C=CC(=C2)S(=O)(=O)N2CC1=C(C2)CN(C1)C(=O)N[C@@H](COC)C (R)-5-(benzofuran-5-ylsulfonyl)-N-(1-methoxypropan-2-yl)-3,4,5,6-tetrahydropyrrolo[3,4-c]pyrrole-2(1H)-carboxamide